ClC1=C(C=C(C(=C1)F)F)CC(C(=O)O)(F)F 2-chloro-α,α,4,5-tetrafluoro-phenylpropionic acid